12-((2-(2,6-dioxopiperidin-3-yl)-1,3-dioxoisoindolin-4-yl)amino)dodecanamide O=C1NC(CCC1N1C(C2=CC=CC(=C2C1=O)NCCCCCCCCCCCC(=O)N)=O)=O